2-[1-(2,6-dioxo-3-piperidyl)-3-methyl-2-oxo-benzimidazol-5-yl]acetic acid O=C1NC(CCC1N1C(N(C2=C1C=CC(=C2)CC(=O)O)C)=O)=O